ClC1=C(C=CC(=C1)Cl)C=1C(NC(C1C1=CN(C2=CC=CC=C12)C)=O)=O (3-(2,4-dichlorophenyl))-4-(1-methyl-1H-indol-3-yl)-1H-pyrrole-2,5-dione